methyl 2-(5-(3-(cyclobutylethynyl) phenyl)-2-(cyclopropylmethyl)-1-(3-fluoro-4-sulfamoylbenzyl)-1H-pyrrol-3-yl)-5-methylthiazole-4-carboxylate C1(CCC1)C#CC=1C=C(C=CC1)C1=CC(=C(N1CC1=CC(=C(C=C1)S(N)(=O)=O)F)CC1CC1)C=1SC(=C(N1)C(=O)OC)C